N12CCC(CC1)(C2)C(=O)N2CCC(CC2)C 1-(1-azabicyclo[2.2.1]heptane-4-carbonyl)-4-methylpiperidin